CC1(O[C@H]2[C@H]([C@H](OC[C@@H]2NC(OC(C)(C)C)=O)COC2=CC=CC=C2)O1)C tert-butyl ((3aR,4R,7S,7aR)-2,2-dimethyl-4-(phenoxymethyl)tetrahydro-4H-[1,3]dioxolo[4,5-c]pyran-7-yl)carbamate